NC1=CCCCC1 3-amino-2-cyclohexene